sulfydryl-biphenyl 1,1,1,3,3,3-Hexafluoropropan-2-yl-(S)-1-(methyl(pyrazin-2-yl)carbamoyl)-6-azaspiro[2.5]octane-6-carboxylate FC(C(C(F)(F)F)OC(=O)N1CCC2(C[C@@H]2C(N(C2=NC=CN=C2)C)=O)CC1)(F)F.SC1=C(C=CC=C1)C1=CC=CC=C1